N(=C=O)C12CC(C1)(C2)C(F)(F)F 1-isocyanato-3-(trifluoromethyl)bicyclo[1.1.1]pentane